3-methoxyflavylium COC=1C(=[O+]C2=CC=CC=C2C1)C1=CC=CC=C1